C(C1=CC=CC=C1)(=O)ON1C(=NC(=C1C1=CC=C(C=C1)OC)C1=CC=C(C=C1)OC)C1=C(C=CC=C1)Cl 2-(2-Chlorophenyl)-4,5-bis(4-methoxyphenyl)-1H-imidazol-1-yl benzoate